C(C)C1=C(SC2=C1C=CC(=C2)N2CCC1(COC1)CC2)C(=O)N ethyl-6-(2-oxa-7-azaspiro[3.5]nonane-7-yl)-1-benzothiophene-2-carboxamide